FC1=C(C=CC=C1C)C1CCC2(CN(C2)C(=O)C2CC(C2)(C)O)CC1 (7-(2-fluoro-3-methylphenyl)-2-azaspiro[3.5]non-2-yl)((1s,3s)-3-hydroxy-3-methylcyclobutyl)methanone